CC1CC=C(CC1)C=NO N-[(4-methylcyclohex-1-en-1-yl)methylene]hydroxylamine